5-chloro-3-ethylsulfanyl-pyridine-2-carboxylic acid ClC=1C=C(C(=NC1)C(=O)O)SCC